p-methoxy-α-chloroacetophenone COC1=CC=C(C=C1)C(CCl)=O